N-hydroxy-5-(1,2-oxazol-5-yl)thiophene-2-sulfonamide ONS(=O)(=O)C=1SC(=CC1)C1=CC=NO1